C1(CCCCC1)NC1=C(C=C(C=C1F)F)NC1=NC=C(C=C1)F 2-((2-(cyclohexylamino)-3,5-difluorophenyl)amino)-5-fluoropyridin